ClC=1C2=CN(N=C2C(=CC1C1=CN(C2=NC(=CN=C21)N2C1CC(CC2CC1)NC(OC(C)(C)C)=O)COCC[Si](C)(C)C)C)C tert-Butyl N-[endo-8-[7-(4-chloro-2,7-dimethyl-2H-indazol-5-yl)-5-{[2-(trimethylsilyl)ethoxy]methyl}-5H-pyrrolo[2,3-b]pyrazin-3-yl]-8-azabicyclo[3.2.1]octan-3-yl]carbamate